COC1=C(C(=C(C(=C1C)OC)C)OC)C 2,4,6-trimethoxy-trimethylbenzene